CCCCCCC Normal Heptane